C(CCC)OCC(O)CO butyl-glycerylether